C1(CC1)C=1N=CC=2C=C3C(=C(C2C1)S(=O)(=O)NCC(C)(C)F)C[C@@H](C3)NC=3COCC(C3)=O (7R)-3-cyclopropyl-N-(2-fluoro-2-methylpropyl)-7-[(5-oxo-2H-pyran-3-yl)amino]-7,8-dihydro-6H-cyclopenta[g]isoquinoline-5-sulfonamide